1-bromo-4-(2-(4-bromophenyl)-1-phenylvinyl)benzene BrC1=CC=C(C=C1)C(=CC1=CC=C(C=C1)Br)C1=CC=CC=C1